C[SiH2]CCC[SiH2]C 2,6-disilaheptane